C(C)C(COP(O)(=O)C(CCCCCC)C)CCCC (2-ethyl-hexyl)(1-methyl-heptyl)phosphonic acid